C1(CC1)C([C@@H](C(NC=1N=CN(C1)CC=1C(NC=CC1)=O)=O)NC(=O)C=1N(N=CC1)C(C)C)C1CC1 N-[(1S)-1-(dicyclopropylmethyl)-2-oxo-2-[[1-[(2-oxo-1H-pyridin-3-yl)methyl]imidazol-4-yl]amino]ethyl]-2-isopropyl-pyrazole-3-carboxamide